BrC=1C(=NC(=C(C1)C(F)(F)F)Br)C(=O)OC methyl 3,6-dibromo-5-(trifluoromethyl)pyridine-2-carboxylate